FC1=C(C=CC(=C1)F)N1N=CC(=C1)CO (1-(2,4-difluorophenyl)-1H-pyrazol-4-yl)methanol